isopropyl (E)-3-(3-(3,5-bis(trifluoromethyl)phenyl)-1H-1,2,4-triazol-1-yl)-2-(pyrimidin-5-yl)acrylate FC(C=1C=C(C=C(C1)C(F)(F)F)C1=NN(C=N1)/C=C(/C(=O)OC(C)C)\C=1C=NC=NC1)(F)F